N-[3-fluoro-4-({6-methoxy-7-[3-(3-methoxyazetidin-1-yl)propoxy]quinolin-4-yl}oxy)phenyl]-5-(4-fluorophenyl)-6-oxo-2,3,5,6-tetrahydrofuro[3,2-c]pyridine-7-carboxamide FC=1C=C(C=CC1OC1=CC=NC2=CC(=C(C=C12)OC)OCCCN1CC(C1)OC)NC(=O)C1=C2C(=CN(C1=O)C1=CC=C(C=C1)F)CCO2